C(CCCCC)(=O)N[C@@H](CC1=CC=C(C=C1)O)C(=O)O Caproyl-Tyrosine